6-Bromo-1-methyl-1H-benzo[d]imidazole-4-carboxylic acid BrC=1C=C(C2=C(N(C=N2)C)C1)C(=O)O